4-(4-(4-(((3R,5R)-5-((1H-1,2,4-triazol-1-yl)methyl)-5-(2,4-difluorophenyl)tetrahydrofuran-3-yl)methoxy)-3,5-dimethylphenyl)piperazin-1-yl)-N-(4-cyanophenyl)benzamide N1(N=CN=C1)C[C@@]1(C[C@@H](CO1)COC1=C(C=C(C=C1C)N1CCN(CC1)C1=CC=C(C(=O)NC2=CC=C(C=C2)C#N)C=C1)C)C1=C(C=C(C=C1)F)F